2-bromo-N-(3,5-dimethoxyphenyl)-N-(1-(isopropylsulfonyl)-2-oxopyrrolidin-3-yl)thiazole-4-carboxamide BrC=1SC=C(N1)C(=O)N(C1C(N(CC1)S(=O)(=O)C(C)C)=O)C1=CC(=CC(=C1)OC)OC